FC(C(OCCC[Si](OC)(OC)OC)(F)F)(C(F)(F)F)F [3-(Heptafluoropropoxy)propyl](trimethoxy)silane